ClC1=CC(=C(N=N1)NS(=O)(=O)C(F)(F)F)C1=CC=C2[C@@H]([C@H](COC2=C1)CC1=NC=CC=C1)O N-(6-Chloro-4-((3S,4R)-4-hydroxy-3-(pyridin-2-ylmethyl)chroman-7-yl)pyridazin-3-yl)-1,1,1-trifluoromethansulfonamid